C(C1=CC=CC=C1)N1C[C@@H](N(CC1)CC1OCCC1)CC#N 2-[(2S)-4-benzyl-1-(oxolan-2-ylmethyl)piperazin-2-yl]acetonitrile